2'-chloro-N-(5-(3-cyanocyclobutyl)-1,3,4-thiadiazol-2-yl)-5'-methoxy-6-methyl-(4,4'-bipyridine)-3-carboxamide ClC1=NC=C(C(=C1)C1=C(C=NC(=C1)C)C(=O)NC=1SC(=NN1)C1CC(C1)C#N)OC